CC1(CN(CCN1C(=O)C1=CNC(C=C1)=O)C(C(=O)NC1=NC=C(C=C1)CC1=CC=C(C=C1)F)C)C 2-(3,3-dimethyl-4-(6-oxo-1,6-dihydropyridine-3-carbonyl)piperazin-1-yl)-N-(5-(4-fluorobenzyl)pyridin-2-yl)propanamide